Benzyl (S)-(2-(7-cyano-2-(1-ethyl-3-methyl-1H-pyrazole-5-carboxamido)-3,4-dihydro-5-oxa-1,2a-diazaacenaphthylen-3-yl)ethyl)carbamate C(#N)C=1C=C2OC[C@@H](N3C(=NC(C1)=C32)NC(=O)C3=CC(=NN3CC)C)CCNC(OCC3=CC=CC=C3)=O